N-(2,4-dimethylnicotinoyl)-O-(4-(5,6,7,8-tetrahydro-1,8-naphthyridin-2-yl)butyl)-L-homoserine CC1=C(C(=O)N[C@@H](CCOCCCCC2=NC=3NCCCC3C=C2)C(=O)O)C(=CC=N1)C